6-(6-azaspiro[2.5]octan-6-yl)pyrido[2,3-e]pyrrolo[1,2-a]pyrazine-3-carboxylic acid C1CC12CCN(CC2)C=2C=1N(C3=C(N2)N=C(C=C3)C(=O)O)C=CC1